C(C)(C)(C)OC(N(C1=NC=CC(=N1)[Sn](C)(C)C)C(=O)OC(C)(C)C)=O.C(C)NC(=O)C1CC(C1)(C1=CC(=C(C=C1)CN1CCCC1)F)F trans-N-ethyl-3-fluoro-3-[3-fluoro-4-(pyrrolidin-1-ylmethyl)phenyl]Cyclobutanecarboxamide tert-butyl-N-(tert-butoxycarbonyl)-N-[4-(trimethylstannyl)pyrimidin-2-yl]carbamate